BrC=1C=C(C=C(C1)OC(F)(F)F)NC(=O)NC1=C(C=CC(=C1)F)CO 1-(3-bromo-5-trifluoromethoxyphenyl)-3-(5-fluoro-2-hydroxymethylphenyl)urea